tetraphenyl-resorcinol bis-phosphite P(O)(O)OC1=C(C(OP(O)O)=C(C(=C1C1=CC=CC=C1)C1=CC=CC=C1)C1=CC=CC=C1)C1=CC=CC=C1